CC1=CC2=C(N=C(S2)CN2C=C3C(C=C2)=NC(=C3)C3=C(C=CC=C3)CO)C=C1 [2-[5-[(6-methyl-1,3-benzothiazol-2-yl)methyl]pyrrolo[3,2-c]pyridin-2-yl]phenyl]methanol